1,2-bis(6-iodo-2-methyl-1-benzofuran-3-yl)hexafluorocyclopentene IC1=CC2=C(C(=C(O2)C)C2=C(C(C(C2(F)F)(F)F)(F)F)C2=C(OC3=C2C=CC(=C3)I)C)C=C1